C(CCCCCCCCCCC)(=O)O.OCC(O)CO.OCC(O)CO.OCC(O)CO triglycerol monolaurate